O[C@H](COC1=NC(=CC(=C1)C=1C=C(C=CC1C)NC(=O)N1C[C@H](CC1)OC(F)(F)F)N1CCOCC1)CO (3S)-N-(3-[2-[(2S)-2,3-dihydroxypropoxy]-6-(morpholin-4-yl)pyridin-4-yl]-4-methylphenyl)-3-(trifluoromethoxy)pyrrolidine-1-carboxamide